FC1=CC=C(C=C1)C1CC2(CNC2)C1 6-(4-fluorophenyl)-2-azaspiro[3.3]heptane